CC(C(C(=O)O)(C1OC2=CC=CC=C2CC1)OC)(CCCCCCCCCCCCC)C.O=C1N(C=CC=C1)CC1=CC=C(C=C1)C1=CC(=CC=C1)C1C(NC(CC1)=O)=O 3-(4'-((2-oxopyridin-1(2H)-yl)methyl)-[1,1'-biphenyl]-3-yl)piperidine-2,6-dione dimethylmethoxychromanyl-palmitate